5-[(2R)-2-{[(2-cyclopentylethyl)amino]methyl}-4-fluoro-6-hydroxy-2,3-dihydro-1-benzofuran-5-yl]-1λ6,2,5-thiadiazolidine-1,1,3-trione C1(CCCC1)CCNC[C@@H]1OC2=C(C1)C(=C(C(=C2)O)N2CC(NS2(=O)=O)=O)F